ClC=1C(=NC=CC1C1=C(C(=CC=C1)C1=NC(=C(C=C1)CNC)OC)Cl)C1=CC(=C(CN2CC3(C2)CC(C3)C(=O)OC(C)C)C=C1)OC Isopropyl 2-(4-(3-chloro-4-(2-chloro-3-(6-methoxy-5-((methylamino)methyl)pyridin-2-yl)phenyl)pyridin-2-yl)-2-methoxybenzyl)-2-azaspiro[3.3]heptane-6-carboxylate